COCC[O-].[Ni+2].COCC[O-] Nickel 2-methoxyethanolate